CC1=NOC(=N1)N1C2CC(CC1CC2)N2CCC(CC2)N(C(C)=O)CC2(CCC2)C N-(1-(8-(3-methyl-1,2,4-oxadiazol-5-yl)-8-azabicyclo[3.2.1]oct-3-yl)piperidin-4-yl)-N-((1-methylcyclobutyl)methyl)acetamide